[Sb+3].[In+3] indium (Iii)-antimony